Benzyl 3-(5-methoxy-6-((methoxymethoxy)methyl)pyrazin-2-yl)-4-oxopiperidine-1-carboxylate COC=1N=CC(=NC1COCOC)C1CN(CCC1=O)C(=O)OCC1=CC=CC=C1